3-methyl-5-(4,4,5,5-tetramethyl-1,3,2-dioxaborolan-2-yl)-1H-benzimidazol-2-one CN1C(NC2=C1C=C(C=C2)B2OC(C(O2)(C)C)(C)C)=O